Indolineone N1C(CC2=CC=CC=C12)=O